3-(allyloxy)-4-methoxypiperidine trifluoroacetate FC(C(=O)O)(F)F.C(C=C)OC1CNCCC1OC